C1(CC1)C1=NN(C(=C1C(F)(F)F)C(=O)NC1=CC(=NC=C1)S(=O)(=N)C)CC12CC(CC2(C1)C(F)(F)F)(F)F 3-cyclopropyl-1-((3,3-difluoro-5-(trifluoromethyl)bicyclo[3.1.0]hexan-1-yl)methyl)-N-(2-(S-methylsulfonimidoyl)pyridin-4-yl)-4-(trifluoromethyl)-1H-pyrazole-5-carboxamide